C1(=CC=CC=C1)C(C(C(C)=N)=N)C1=CC=CC=C1 diphenyl-butane-2,3-diimine